N-((5-chloro-6-(isothiazol-5-ylmethoxy)-1H-indol-2-yl)methyl)-1-methylcyclopropane-1-carboxamide ClC=1C=C2C=C(NC2=CC1OCC1=CC=NS1)CNC(=O)C1(CC1)C